N(=O)N1CCNCC1 1-nitrosopiperazine